C1(=C(C=CC2=C1C1=C(CO2)C=CC=C1)S(=O)(=O)[O-])S(=O)(=O)[O-] dibenzopyrandisulfonate